7-chloro-1H-pyrrolo[2,3-c]pyridin-4-amine ClC1=NC=C(C2=C1NC=C2)N